CC1(CC=2C(=C(SC2)C(=O)OCC)CC1)C(=O)OCC1=CC=CC=C1 5-benzyl 1-ethyl 5-methyl-4,5,6,7-tetrahydrobenzo[c]thiophene-1,5-dicarboxylate